FC1=CC=C(C=C1)C1=NN(C=C1B1OC(C(O1)(C)C)(C)C)C 3-(4-fluorophenyl)-1-methyl-4-(4,4,5,5-tetramethyl-1,3,2-dioxaborolan-2-yl)-1H-pyrazole